C(C)(C)(C)C1=CC2=CC=C(C=C2C=C1)C(C)(C)C 2,6-di-tert-butylnaphthalene